1-(2,6-Dichloro-4-(perfluoropropan-2-yl)phenyl)-4-iodo-1H-pyrazole ClC1=C(C(=CC(=C1)C(C(F)(F)F)(C(F)(F)F)F)Cl)N1N=CC(=C1)I